3-(benzyloxy)-5-(tributylstannyl)pyridine C(C1=CC=CC=C1)OC=1C=NC=C(C1)[Sn](CCCC)(CCCC)CCCC